CC1=NN=C(S1)Cl 5-methyl-2-chloro-1,3,4-thiadiazole